C(C=C)(=O)N1CCN(CC1)C1(CCOCC1)C1=CC=C(C=C1)[C@H](C)NC=1N=C(C2=C(N1)N(CC=C2)C(C)C)NC 2-{[(1S)-1-{4-[4-(4-acryloylpiperazin-1-yl)tetrahydro-2H-pyran-4-yl]Phenyl}ethyl]Amino}-4-(methylamino)-8-(prop-2-yl)pyrido[2,3-d]-Pyrimidine